COC1=NC=C(C(=C1)CCCC(=O)O)NC 4-[2-methoxy-5-(methylamino)-4-pyridinyl]butanoic acid